(2R,3S,4S)-2-{[4-(difluoromethyl)phenyl]methyl}-4-hydroxypyrrolidin-3-yl N-[(3-fluorophenyl)methyl]carbamate FC=1C=C(C=CC1)CNC(O[C@H]1[C@H](NC[C@@H]1O)CC1=CC=C(C=C1)C(F)F)=O